3-(2-methoxyphenyl)-N-(5-(4-phenylbut-1-yn-1-yl)-1,3,4-thiadiazol-2-yl)isonicotinamide COC1=C(C=CC=C1)C1=C(C(=O)NC=2SC(=NN2)C#CCCC2=CC=CC=C2)C=CN=C1